3',3'-dimethyl-6-nitro-1'-octadecylspiro[chromene-2,2'-indoline] CC1(C2(N(C3=CC=CC=C13)CCCCCCCCCCCCCCCCCC)OC1=CC=C(C=C1C=C2)[N+](=O)[O-])C